(S)-3-acetoxydihydro-2,5-furandione C(C)(=O)O[C@@H]1C(OC(C1)=O)=O